C#C.[Cu+] copper (I) ethyne